n-butyl oleate CCCCCCCC/C=C\CCCCCCCC(=O)OCCCC